COOP(=O)(OOC)CC1=CC=C(C=C1)C1=CC=C(C=C1)CP(=O)(OOC)OOC 4,4'-bis(dimethoxyphosphonomethyl)biphenyl